ClC(C1=NC(=NO1)C=1C=CC(=NC1)CP(N1CCCC1)(C)=O)(F)F ((5-(5-(chlorodifluoromethyl)-1,2,4-oxadiazol-3-yl)pyridin-2-yl)methyl)(methyl)(pyrrolidin-1-yl)phosphine oxide